CN(C)\C=N\C=1N(C=CC1C(=O)NC1=C(C(=CC=C1C)OCOC)C)S(=O)(=O)C1=CC=C(C)C=C1 (E)-2-(((dimethylamino)methylene)amino)-N-(3-(methoxymethoxy)-2,6-dimethylphenyl)-1-tosyl-1H-pyrrole-3-carboxamide